3-[4-[1-(1,2,3,4-tetrahydroisoquinolin-6-yl)-4-piperidyl]anilino]piperidine-2,6-dione C1NCCC2=CC(=CC=C12)N1CCC(CC1)C1=CC=C(NC2C(NC(CC2)=O)=O)C=C1